C(=CC)[Si](C=CC)(C=CC)C=CC tetra(1-propenyl)silane